trans-5-chloro-1,3-oxathiolane-2-carboxylic acid menthyl ester C1(CC(C(CC1)C(C)C)OC(=O)[C@@H]1O[C@H](CS1)Cl)C